3-[5-(4-chloro-2-methanesulfonyl-phenyl)-2-pyridinyl]azetidine-1-carboxylic acid tert-butyl ester C(C)(C)(C)OC(=O)N1CC(C1)C1=NC=C(C=C1)C1=C(C=C(C=C1)Cl)S(=O)(=O)C